(3aR,5s,6aS)-2-(cyclohexylmethyl)-N-(5-(difluoromethyl)-6-(2,3,5-trifluorophenyl)pyridazin-3-yl)octahydrocyclopenta[c]pyrrol-5-amine C1(CCCCC1)CN1C[C@@H]2[C@H](C1)CC(C2)NC=2N=NC(=C(C2)C(F)F)C2=C(C(=CC(=C2)F)F)F